C(C)(C)(C)OC(=O)N1C(CCCC1)NC(=O)OCC1=CC=CC=C1 (((benzyloxy)carbonyl)amino)piperidine-1-carboxylic acid tert-butyl ester